FC1=C(C=CC(=C1)C1=NC=2C=NC(=NC2N(C1=O)C(C)C)N[C@@H]1CNC[C@H](C1)F)NS(=O)(=O)N1CCCCC1 N-(2-fluoro-4-(2-(((3S,5S)-5-fluoro-piperidin-3-yl)amino)-8-isopropyl-7-oxo-7,8-dihydropteridin-6-yl)-phenyl)piperidine-1-sulfonamide